(S)-1-(2-((1H-imidazol-5-yl)methyl)thiazol-4-yl)-2-(4-nitrophenyl)ethanamine hydrochloride salt Cl.N1C=NC=C1CC=1SC=C(N1)[C@H](CC1=CC=C(C=C1)[N+](=O)[O-])N